ClC1=C(CN2CC(C(CC2)(O)C2=C(C(=O)N)C=CC=C2)CN(C)C)C=CC(=C1)F (1-(2-Chloro-4-fluorobenzyl)-3-((dimethylamino)methyl)-4-hydroxypiperidin-4-yl)benzamid